3-(8-fluoro-1,2,3,4-tetrahydroquinolin-4-yl)-1-methyl-7-[4-(4-methylpiperazin-1-yl)anilino]-4H-pyrimido[4,5-d]pyrimidin-2-one FC=1C=CC=C2C(CCNC12)N1C(N(C2=NC(=NC=C2C1)NC1=CC=C(C=C1)N1CCN(CC1)C)C)=O